O(C1=CC=CC=C1)CCCC(=O)NCC(=O)N1[C@@H](C[C@H](C1)C=1C=C(C=CC1)C)C(=O)OC methyl (2S,4S)-1-((4-phenoxybutanoyl)glycyl)-4-(m-tolyl)pyrrolidine-2-carboxylate